FC(C(=O)O)(F)F.CP(C)=O dimethylphosphine oxide trifluoroacetate salt